1-(5-Methyl-3,6,7,8-tetrahydro-1H-2,4-diaza-as-indacen-2-yl)-2-(1-pyridin-3-yl-azetidin-3-yl)-ethanone CC=1N=C2CN(CC2=C2CCCC12)C(CC1CN(C1)C=1C=NC=CC1)=O